Cl.FC1=C(OCC2CCNCC2)C=CC(=C1)F 4-((2,4-Difluorophenoxy)methyl)piperidine HCl